COC(CC1=CC(=C(C=C1)OS(=O)(=O)C(F)(F)F)F)=O 2-(3-fluoro-4-(((trifluoromethyl)sulfonyl)oxy)phenyl)acetic acid methyl ester